ClC1=NC=C(C(=C1)NC=1C(=C(C=CC1)N1N=C2C(=C1)CN(C2)C(=O)[O-])OC)C(NC([2H])([2H])[2H])=O 2-[3-[[2-Chloro-5-(trideuteromethylcarbamoyl)-4-pyridyl]amino]-2-methoxy-phenyl]-4,6-dihydropyrrolo[3,4-c]Pyrazole-5-carboxylate